NCC1=C2CN(CC2=CC=C1)C(=O)OC(C)(C)C tert-butyl 4-(aminomethyl)-1,3-dihydroisoindole-2-carboxylate